N-(2-chloro-3-((3,5-dimethyl-4-oxo-3,4-dihydroquinazolin-6-yl)amino)-4-fluorophenyl)-5-azaspiro[2.4]heptane-5-sulfonamide trifluoroacetate FC(C(=O)O)(F)F.ClC1=C(C=CC(=C1NC=1C(=C2C(N(C=NC2=CC1)C)=O)C)F)NS(=O)(=O)N1CC2(CC2)CC1